F[B-](F)(F)F.C(C)C1=NC=CN1C ethyl-3-methylimidazole tetrafluoroborate